NC1=NC=C(C=2C1=NC(=C(N2)NC2CCOCC2)CC)C=2C=CC(=C(C2)C(C)(C)O)N2CCC(CC2)N2CCN(CC2)C 2-(5-(5-amino-3-ethyl-2-((tetrahydro-2H-pyran-4-yl)amino)pyridino[3,4-b]pyrazine-8-yl)-2-(4-(4-methylpiperazine-1-yl)piperidine-1-yl)phenyl)propan-2-ol